OCCOCCOC1=C(C(C#N)=C(C=C1OCC)OCCOCCO)C#N 3,6-bis-(2-(2-hydroxyethoxy)ethoxy)ethoxyphthalonitrile